(Z)-4-pentadecyl-5-((triisopropylsilyl)methylene)furan C(CCCCCCCCCCCCCC)C/1=CCO\C1=C/[Si](C(C)C)(C(C)C)C(C)C